5-(9-fluoro-7-hydroxy-2-isopropyl-4,5-dihydro-2H-benzo[e]indazol-8-yl)-1,2,5-thiadiazolidin-3-one 1,1-dioxide FC1=C(C(=CC2=C1C1=CN(N=C1CC2)C(C)C)O)N2CC(NS2(=O)=O)=O